N-cyclobutyl-5-(3-methyl-1-(2-propylpyridin-4-yl)-1H-pyrazol-4-yl)pyridin-2-amine C1(CCC1)NC1=NC=C(C=C1)C=1C(=NN(C1)C1=CC(=NC=C1)CCC)C